N1=C(C=CC=C1)C=1N=C(SC1)N 4-(2-pyridinyl)thiazol-2-amine